The molecule is a meroterpenoid isolated from the marine sponge Acanthodendrilla sp. It exhibits inhibitory activity against the enzyme mitogen-activated protein kinase-activated protein kinase 2 (EC 2.7.11.1). It has a role as a metabolite and a protein kinase inhibitor. It is a meroterpenoid, a carbotricyclic compound and a monohydroxybenzoic acid. CC1=CC[C@@H]2[C@]3(CCCC([C@@H]3CC[C@]2([C@@H]1CC4=C(C=CC(=C4)C(=O)O)O)C)(C)C)C